tert-butyl (3-chloro-4-(6-chloro-2-(trifluoromethyl)-1H-benzo[d]imidazole-4-carboxamido)phenyl)carbamate ClC=1C=C(C=CC1NC(=O)C1=CC(=CC=2NC(=NC21)C(F)(F)F)Cl)NC(OC(C)(C)C)=O